beta-glucose pentapropionate C(CC)(=O)O[C@H]1[C@H](OC(CC)=O)[C@@H](OC(CC)=O)[C@H](OC(CC)=O)[C@H](O1)COC(CC)=O